4-amino-1H-pyrazolo[3,4-d]pyrimidine NC1=C2C(=NC=N1)NN=C2